T-Butyl (3S)-3-[4-[3-cyano-4-[1-(2-trimethylsilylethoxymethyl) indazol-7-yl]sulfanyl-pyrazolo[1,5-a]pyridin-6-yl]pyrazol-1-yl]piperidine-1-carboxylate C(#N)C=1C=NN2C1C(=CC(=C2)C=2C=NN(C2)[C@@H]2CN(CCC2)C(=O)OC(C)(C)C)SC=2C=CC=C1C=NN(C21)COCC[Si](C)(C)C